N-[4-[[5-amino-3-(4-cyanoanilino)-1,2,4-triazol-1-yl]sulfonyl]phenyl]-N-methyl-prop-2-enamide NC1=NC(=NN1S(=O)(=O)C1=CC=C(C=C1)N(C(C=C)=O)C)NC1=CC=C(C=C1)C#N